tert-butyl 4-[6-[5-(trifluoromethyl)pyrazolo[1,5-a]pyridin-3-yl]-2-pyridyl]piperazine-1-carboxylate FC(C1=CC=2N(C=C1)N=CC2C2=CC=CC(=N2)N2CCN(CC2)C(=O)OC(C)(C)C)(F)F